COCCC(=O)N(C)C 3-methoxy-N,N-dimethylpropionamide